CC(CCCC)C#CC(CCCC)C 5,8-dimethyl-6-dodecyne